C1(CC1)C(CN1[C@@H](CCN2C1=NC(=C(C2=O)F)N2[C@@H](COCC2)C)C(F)(F)F)=O (S)-9-(2-Cyclopropyl-2-oxoethyl)-3-fluoro-2-((R)-3-methyl-morpholin-4-yl)-8-trifluoromethyl-6,7,8,9-tetrahydro-pyrimido[1,2-a]-pyrimidin-4-one